2-(2,6-Dimethyl-4-((4-(4-(trifluoromethyl)pyridin-2-yl)piperazin-1-yl)methyl)phenoxy)-2-methylpropanoic acid CC1=C(OC(C(=O)O)(C)C)C(=CC(=C1)CN1CCN(CC1)C1=NC=CC(=C1)C(F)(F)F)C